FC(C(=O)O)(C(C(C(C(C(=O)O)(F)F)(F)F)(F)F)(F)F)F perfluoropimelic acid